1,3,5-triphenyl-4,5-dihydro-1H-pyrazole C1(=CC=CC=C1)N1N=C(CC1C1=CC=CC=C1)C1=CC=CC=C1